2-(2-(5-(tert-Butyl)-2-fluorophenyl)-7-azaspiro[3.5]nonane-7-carbonyl)-5-azaspiro[3.4]octan-6-one C(C)(C)(C)C=1C=CC(=C(C1)C1CC2(C1)CCN(CC2)C(=O)C2CC1(C2)NC(CC1)=O)F